(R)-2-(4-(2-ethyl-8-fluoro-3-((4-(4-fluorophenyl)thiazol-2-yl)(methyl)amino)imidazo[1,2-a]pyridin-6-yl)piperazin-1-yl)-1-(3-hydroxypyrrolidin-1-yl)ethanone C(C)C=1N=C2N(C=C(C=C2F)N2CCN(CC2)CC(=O)N2C[C@@H](CC2)O)C1N(C)C=1SC=C(N1)C1=CC=C(C=C1)F